1,4-dioxa-7,9-diphenyl-8-{2,6-bis[2,6-diisopropyl-4-(2-methylphenyl)phenyl]phenyl}-8-phospha-spiro[4.5]decane C1(=CC=CC=C1)C1CC2(OCCO2)CC(P1C1=C(C=CC=C1C1=C(C=C(C=C1C(C)C)C1=C(C=CC=C1)C)C(C)C)C1=C(C=C(C=C1C(C)C)C1=C(C=CC=C1)C)C(C)C)C1=CC=CC=C1